(5-(3-azabicyclo[3.1.0]hex-3-yl)-1,3,4-thiadiazol-2-yl)(8-oxa-2-azaspiro[4.5]dec-2-yl)methanone C12CN(CC2C1)C1=NN=C(S1)C(=O)N1CC2(CC1)CCOCC2